2-bromo-1-(4-(4-chlorophenoxy)-2-(trifluoromethyl)phenyl)ethan-1-one BrCC(=O)C1=C(C=C(C=C1)OC1=CC=C(C=C1)Cl)C(F)(F)F